N1(CCC2=NC=CC=C21)C(=O)N2C[C@H](CCCC2)N(C)CCC(C)C (S)-(2,3-Dihydro-1H-pyrrolo[3,2-b]pyridin-1-yl)(3-(isopentyl(methyl)amino)azepan-1-yl)methanone